FC=1C(=NC=CC1)CN1CCN(C2=CC=CC=C12)C(=O)NCC1CCN(CC1)C(=O)OC(C)(C)C tert-Butyl 4-((4-((3-fluoropyridin-2-yl)methyl)-1,2,3,4-tetrahydroquinoxaline-1-carboxamido)methyl)piperidin-1-carboxylate